C(#N)C1=CC(=CS1)C#CC=1C=C(C=CC1)CC(CCN1N(C(SC=C1)=O)CCC1=CC=C(S1)C(=O)O)O 5-(2-(4-(4-(3-((5-cyanothiophen-3-yl)ethynyl)phenyl)-3-hydroxybutyl)-2-oxo-1,3,4-thiadiazin-3-yl)ethyl)thiophene-2-carboxylic acid